FC(CNC=1N=CC2=C(N1)NC=C2C=2C=C1N=C(C=NC1=CC2)OC2CCN(CC2)C)(C)F N-(2,2-difluoropropyl)-5-(3-((1-methylpiperidin-4-yl)oxy)quinoxalin-6-yl)-7H-pyrrolo[2,3-d]pyrimidin-2-amine